ethyl 2-ketopropanoate (ethyl pyruvate) C(C)CC(C(=O)O)=O.O=C(C(=O)OCC)C